S1C=NC2=C1C(=CC=C2)N2CC1(CN(C1)C(=O)[C@@H]1C(C1)(C)C)C(C2)C=2OC(=NN2)C(F)(F)C2=CC(=C(C=C2)Cl)Cl (6-(benzo[d]thiazol-7-yl)-8-(5-((3,4-dichlorophenyl)difluoromethyl)-1,3,4-oxadiazol-2-yl)-2,6-diazaspiro[3.4]octan-2-yl)((S)-2,2-dimethylcyclopropyl)methanone